5-chloro-7-fluoro-6-methoxyindole-2,3-dione ClC=1C=C2C(C(NC2=C(C1OC)F)=O)=O